ClC1=C(C(=CC=C1)F)CC=1N(C(N(N1)CC)=O)CC1CCC(CC1)(F)F 5-[(2-chloro-6-fluorophenyl)methyl]-4-[(4,4-difluorocyclohexyl)methyl]-2-ethyl-2,4-dihydro-3H-1,2,4-triazol-3-one